C(C1=CC=CC=C1)OC1=CC=C2C(=CCOC2=C1)C1=CC(=C(C=C1OC)N1CCC2(CC(C2)C(OC)OC)CC1)F 7-(4-(7-(benzyloxy)-2H-chromen-4-yl)-2-fluoro-5-methoxyphenyl)-2-(dimethoxymethyl)-7-azaspiro[3.5]nonane